OC1(CC1)C=1OC(=C(N1)C)C=O (2-(1-hydroxycyclopropyl)-4-methyloxazol-5-yl)methanone